3-mercapto-3-methyl butyl formate CC(C)(CCOC=O)S